N-[5-(cyclopent-1-yl)-2-pyridinyl]-2-methyl-propionamide C1(CCCC1)C=1C=CC(=NC1)NC(C(C)C)=O